C(C1=CC=CC=C1)OC1=C(C=C(C=C1)F)C1CCN(CC1)[C@@H]1COC2(CN(C2)C(=O)OC(C)(C)C)C1 tert-butyl (S)-7-(4-(2-(benzyloxy)-5-fluorophenyl)piperidin-1-yl)-5-oxa-2-azaspiro[3.4]octane-2-carboxylate